3-[4-[4-[[(3S)-1-[7-amino-2-(2-furyl)-[1,2,4]triazolo[1,5-a][1,3,5]triazin-5-yl]-3-piperidyl]methyl]piperazin-1-yl]-3-fluoro-phenoxy]propane-1-sulfonamide NC1=NC(=NC=2N1N=C(N2)C=2OC=CC2)N2C[C@@H](CCC2)CN2CCN(CC2)C2=C(C=C(OCCCS(=O)(=O)N)C=C2)F